F[P-](F)(F)(F)(F)F.[N+](=O)([O-])C=1C=C(C=CC1)[I+]C1=CC(=CC=C1)[N+](=O)[O-] Bis(3-nitrophenyl)iodonium hexafluorophosphate